(2,2-difluoroethyl) orthoformate C(OCC(F)F)([O-])[O-]